BrC1=CC=C(C=2NC=NC21)Cl 4-bromo-7-chloro-1H-benzimidazole